6-(3-methoxycinnolin-7-yl)-2-methyl-5-(1-((1-methylcyclopentyl)methyl)-1H-pyrazol-4-yl)nicotinonitrile COC=1N=NC2=CC(=CC=C2C1)C1=NC(=C(C#N)C=C1C=1C=NN(C1)CC1(CCCC1)C)C